(E)-N-(2-(3-((tert-butyldimethylsilyl)oxy)propoxy)ethylidene)-2-methylpropane-2-sulfinamide [Si](C)(C)(C(C)(C)C)OCCCOC\C=N\S(=O)C(C)(C)C